(2,4-Dimethoxyquinazolin-7-yl)oxolane-2-ol COC1=NC2=CC(=CC=C2C(=N1)OC)C1(OCCC1)O